N-(4-acetylphenyl)-4-oxo-4H-benzopyran-2-carboxamide C(C)(=O)C1=CC=C(C=C1)NC(=O)C=1OC2=C(C(C1)=O)C=CC=C2